NC1=C(C2=CC=CC=C2C=C1)C1=C(C=CC2=CC=CC=C12)N 2,2'-diaminobinaphthyl